diisopropyl-oxymethylphenyl-silane C(C)(C)OC(OC(C)C)[SiH2]C1=CC=CC=C1